FC=1C=C2C(=CC=NC2=CC1)N1CCC(CC1)C(C(=O)O)C 2-(1-(6-fluoroquinolin-4-yl)piperidin-4-yl)propionic acid